BrC1=C2C=CN=C3C2=C(C(=C1)NC(C1=CC(=CC(=C1)C(F)(F)F)F)=O)C(N3CC3=CC=C(C=C3)OC)C3=C(C=CC(=C3)F)Cl N-(5-bromo-2-(2-chloro-5-fluorophenyl)-1-(4-methoxybenzyl)-1,2-dihydropyrrolo[4,3,2-ij]isoquinolin-3-yl)-3-fluoro-5-(trifluoromethyl)benzamide